3-(2-cyanoethyl)pyrazine-2-carboxylic acid C(#N)CCC=1C(=NC=CN1)C(=O)O